1-isocyanato-3-methoxybenzene N(=C=O)C1=CC(=CC=C1)OC